2-(p-methylphenyl)-6-naphthalenesulfonic acid CC1=CC=C(C=C1)C1=CC2=CC=C(C=C2C=C1)S(=O)(=O)O